stearyl pentatriacontanoate C(CCCCCCCCCCCCCCCCCCCCCCCCCCCCCCCCCC)(=O)OCCCCCCCCCCCCCCCCCC